N-(3-(dimethylamino)propyl)-1-(5-fluoro-4-hydroxy-2-methoxyphenyl)-6-(pyrazolo[1,5-a]pyrimidin-3-yl)-1H-pyrazolo[4,3-c]pyridine-3-carboxamide CN(CCCNC(=O)C1=NN(C2=C1C=NC(=C2)C=2C=NN1C2N=CC=C1)C1=C(C=C(C(=C1)F)O)OC)C